ClC=1C(=CC(=C(C(=O)NS(=O)(=O)C2=C(C=CC=C2)F)C1)F)OCC1CCCC1 5-chloro-4-(cyclopentylmethoxy)-2-fluoro-N-((2-fluorophenyl)sulfonyl)benzamide